(1-Methyl-1H-pyrazol-4-yl)pyrazolo[1,5-a]pyrazin-4-ol CN1N=CC(=C1)C1=NN2C(C(=NC=C2)O)=C1